C[Si](C)(C)CN1N=NC(=C1)C=1C=CC=C2C=NNC12 7-(1-((trimethylsilyl)methyl)-1H-1,2,3-triazol-4-yl)-1H-indazole